CN(CCCC(CCCN(C)C)C[Si](OC)(OC)OC)C N1,N1,N7,N7-tetramethyl-4-((trimethoxysilyl)methyl)heptane-1,7-diamine